C(C)(C)(C)OC(=O)N[C@H](C(=O)OC)C12CC3(CC(CC(C1)C3)C2)O methyl (S)-2-((tert-butoxycarbonyl)amino)-2-(3-hydroxyadamantan-1-yl)acetate